5-bromo-6-(2-(dimethylamino)ethyl)pyridin-2-amine BrC=1C=CC(=NC1CCN(C)C)N